FC=1C=C(C=NC1)NC=1C2=C(N=CN1)C=CC(=N2)O[C@@H]2CN(CC2)C(=O)OC(C)(C)C tert-Butyl (3S)-3-[4-[(5-fluoro-3-pyridyl)amino]pyrido[3,2-d]pyrimidin-6-yl]oxypyrrolidine-1-carboxylate